FC=1N=C(SC1C(=O)O)C=1C=NC(=CC1)N1C[C@@H](CC1)F (R)-4-fluoro-2-(6-(3-fluoropyrrolidin-1-yl)pyridin-3-yl)thiazole-5-carboxylic acid